N=1NN=NC1C1=CC(=C2C=NNC2=C1)NCCOCCCCN(C(OC(C)(C)C)=O)CC1=CC(=C(C(=C1)F)OC(F)(F)F)F tert-butyl (4-(2-((6-(2H-tetrazol-5-yl)-1H-indazol-4-yl)amino)ethoxy)butyl)(3,5-difluoro-4-(trifluoromethoxy)benzyl)carbamate